2-(6-bromo-4-(fluoromethoxy)-1-oxophthalazin-2(1H)-yl)acetic acid BrC=1C=C2C(=NN(C(C2=CC1)=O)CC(=O)O)OCF